C1(CC1)CN([C@@H]1CC[C@H](CC1)N(C1=C(C(N(C=2C=CC(=NC12)C#N)C)=O)C#N)C)C1=CC(=CC=C1)F trans-8-((4-((cyclopropylmethyl)(3-fluorophenyl)amino)cyclohexyl)(methyl)amino)-5-methyl-6-oxo-5,6-dihydro-1,5-naphthyridine-2,7-dicarbonitrile